C(C)(C)(C)OC(=O)NCC1=CC(=C(C=C1)NC(=O)C1=CC2=C(OCCC3=C2SC=C3)C=C1C=1C(=NC(=CC1)C(NCCC)=O)C(=O)OC)OCCCC(=O)OCC methyl 3-(9-((4-(((tert-butoxycarbonyl)amino)methyl)-2-(4-ethoxy-4-oxobutoxy)phenyl)carbamoyl)-4,5-dihydrobenzo[b]thieno[2,3-d]oxepin-8-yl)-6-(propylcarbamoyl)picolinate